N-((1-fluorocyclohexyl)methyl)-5-(2-methylimidazo[1,2-b]pyridazin-6-yl)-7H-pyrrolo[2,3-d]pyrimidin-2-amine FC1(CCCCC1)CNC=1N=CC2=C(N1)NC=C2C=2C=CC=1N(N2)C=C(N1)C